8-amino-6-(4-fluorophenyl)-5-{3-methylimidazo[1,2-a]pyridin-6-yl}-N-[3-({2-oxa-6-aza-spiro[3.3]heptan-6-yl}methyl)bicyclo[1.1.1]pentan-1-yl]imidazo[1,2-a]pyrazine-2-carboxamide NC=1C=2N(C(=C(N1)C1=CC=C(C=C1)F)C=1C=CC=3N(C1)C(=CN3)C)C=C(N2)C(=O)NC23CC(C2)(C3)CN3CC2(COC2)C3